5-[2-(Difluoromethyl)-1-methyl-1H-imidazol-4-yl]-6-methyl-N-[(3S)-pyrrolidin-3-yl]pyridin-2-amine, dihydrochloride Cl.Cl.FC(C=1N(C=C(N1)C=1C=CC(=NC1C)N[C@@H]1CNCC1)C)F